4-amino-N'-(azetidine-1-carbonyl)-N',1-dimethyl-N-((5-(trifluoromethyl)pyridin-2-yl)methyl)-1H-pyrazolo[4,3-c]quinoline-8-carbohydrazide NC1=NC=2C=CC(=CC2C2=C1C=NN2C)C(=O)N(N(C)C(=O)N2CCC2)CC2=NC=C(C=C2)C(F)(F)F